COC(=O)C=1C=CC=2C3=C(NC2C1)C=C(N=C3)CC3=CSC=C3 3-(thien-3-ylmethyl)-5H-pyrido[4,3-b]indole-7-carboxylic acid methyl ester